2-methoxy-4-(1-(pyridin-3-ylmethyl)-1H-pyrazol-4-yl)aniline COC1=C(N)C=CC(=C1)C=1C=NN(C1)CC=1C=NC=CC1